C1(CC1)C(=O)OC=1C=CC=C2NC=C(CCN(C)C)C12 4-(cyclopropanecarbonyloxy)-N,N-dimethyltryptamine